bromo-2-fluoro-5-hydroxybenzoic acid BrC=1C(=C(C(=O)O)C=C(C1)O)F